methyl 2,6-dideoxy-2-phthalimido-6-amino-β-D-glucopyranoside C1(C=2C(C(N1[C@H]1[C@H](OC)O[C@@H]([C@H]([C@@H]1O)O)CN)=O)=CC=CC2)=O